C[Hf](C=1CC=2C=CC3=C(C2C1CCCCC)C=CC=C3)(C3(C(=C(C(=C3C)C)C)C)C)C dimethyl-pentamethylcyclopentadienyl(1-pentyl-benz[e]indenyl)hafnium